methyl 5-(3-methoxypropyl)-2-methylthiazole-4-carboxylate COCCCC1=C(N=C(S1)C)C(=O)OC